C(CCC)C1=CC=C(C=C1)C#CC1=C(C(=C(C=C1)F)C#CCl)F [2-(4-Butylphenyl)ethynyl]2-(2-chloroethynyl)1,3-difluorobenzene